C(C)(C)(C)OC(=O)N1[C@H]([C@]2(CC1)NC(COC2)=O)COC2CCC(CC2)C2=C(C=CC=C2)OCCC(=O)OCC |o1:8,9| tert-butyl-rel-(1R,5S)-7-oxo-1-({[(1s,4s)-4-[2-(3-ethoxy-3-oxopropoxy)phenyl]cyclohexyl]oxy}methyl)-9-oxa-2,6-diazaspiro[4.5]decane-2-carboxylate